2-(3,4-dimethoxybenzylidene)-4-hydroxy-2,3-dihydro-1H-indene COC=1C=C(C=C2CC3=CC=CC(=C3C2)O)C=CC1OC